ClC1=C(C(=CC=C1Cl)O)C1CC(N(C1)C1CNCC1)=O 4-(2,3-dichloro-6-hydroxyphenyl)-[1,3-bipyrrolidine]-2-one